7-(5-(4-chloro-3-fluorophenyl)-2-(8-fluoroquinolin-3-yl)oxazol-4-yl)-6,7-dihydro-1,7-naphthyridin-8(5H)-one ClC1=C(C=C(C=C1)C1=C(N=C(O1)C=1C=NC2=C(C=CC=C2C1)F)N1CCC=2C=CC=NC2C1=O)F